SCSC(SCSC1SCSC1SCSC(C(SCS)SCS)SCS)C(SCS)SCS 4,5-bis[3,4-bis(mercaptomethylthio)-6-mercapto-2,5-dithiahexylthio]-1,3-dithiolane